FC1(CC(C1)NC1(CCCCC1)C1(C(=CC=C2ON(OC21)C)C(=O)[O-])C)F 4-(((3,3-difluorocyclobutyl) amino) cyclohexyl)-2,4-dimethylbenzo[d][1,3]dioxazole-5-carboxylate